CC1=C(C=C2C=C(N=CC2=C1)NC(=O)[C@H]1[C@@H](C1)C1=NC=CC=C1)N1CC[NH+](CC1)[C@@]1(COCC1)C (1R,2R)-N-[7-methyl-6-[4-((S)-3-methyltetrahydrofuran-3-yl)piperazin-4-ium-1-yl]-3-isoquinolyl]-2-(2-pyridyl)cyclopropanecarboxamide